2-methyl-3-phenoxyazetidine-1-carboxylate CC1N(CC1OC1=CC=CC=C1)C(=O)[O-]